CC(CCC)O 2-penTanol